2-((2R,5S)-2-(2-((S)-1-(dimethylamino)ethyl)benzo[d]thiazol-5-yl)-5-methylpiperidin-1-yl)-2-oxo-N-(1H-pyrazolo[4,3-c]pyridin-7-yl)acetamide CN([C@@H](C)C=1SC2=C(N1)C=C(C=C2)[C@@H]2N(C[C@H](CC2)C)C(C(=O)NC=2C1=C(C=NC2)C=NN1)=O)C